C(C=CC1=CC=CC=C1)C1=C(C(N(C1C1=C(C=CC=C1)[N+](=O)[O-])C1=CC=C(C=C1)I)=O)O 4-cinnamyl-3-hydroxy-5-(2-nitrophenyl)-1-(4-iodophenyl)-1H-pyrrol-2(5H)-one